Cl.NCCC=1C=C(C=CC1)NC=1C(=NC(=C(N1)C1CC1)CC)C(=O)N 3-((3-(2-aminoethyl)phenyl)amino)-5-cyclopropyl-6-ethylpyrazine-2-carboxamide hydrochloride